6-[5-[5-[(1R)-1-(3,5-dichloro-4-pyridyl)ethoxy]-1H-indazol-3-yl]-2-pyridyl]-2λ6-thia-6-azaspiro[3.3]heptane 2,2-dioxide ClC=1C=NC=C(C1[C@@H](C)OC=1C=C2C(=NNC2=CC1)C=1C=CC(=NC1)N1CC2(CS(C2)(=O)=O)C1)Cl